CC(=C)C(=O)O[Si]O siloxanyl methacrylate